1-cyclopropyl-1H-indol C1(CC1)N1C=CC2=CC=CC=C12